S(=O)(=O)(OCCNC(CC=C)CC=C)[O-] diallylmethylaminoethyl sulfate